CN1N=NN=C1SC=1C(=NC2=CC=CC=C2N1)SC1=NN=NN1CCO 2-(5-((3-((1-Methyltetrazol-5-yl)thio)quinoxalin-2-yl)thio)-tetrazol-1-yl)ethan-1-ol